C(C)OC(C(C(F)(F)F)=O)=O trifluoro-2-oxopropionic acid ethyl ester